C(C)(C)(C)OC(=O)NC1=CC2=C(C(N(CC23CC3)CC(=O)OCC)=O)S1 ethyl 2-[2-(tert-butoxycarbonylamino)-7-oxo-spiro[5H-thieno[2,3-c]pyridine-4,1'-cyclopropane]-6-yl]acetate